(E)-N'-((3-(tert-butyl)-2-hydroxy-6,7,8,9-tetrahydrodibenzo[b,d]furan-1-yl)methylene)-2,4-dihydroxybenzoylhydrazine C(C)(C)(C)C=1C(=C(C2=C(OC3=C2CCCC3)C1)\C=N\NC(C1=C(C=C(C=C1)O)O)=O)O